Methyl 4-(difluoromethyl)-6-oxo-1,6-dihydropyridine-3-carboxylate FC(C=1C(=CNC(C1)=O)C(=O)OC)F